C[Si](OCC(C)C)(CCC)C di(methyl)n-propyl-(isobutoxy)silane